N-[(2-Aminoethyl)(1-methyl-1H-pyrazol-4-yl)sulfamoyl]-2-(1,2,3,5,6,7-hexahydro-s-indacen-4-yl)acetamide sodium salt [Na].NCCN(S(=O)(=O)NC(CC1=C2CCCC2=CC=2CCCC12)=O)C=1C=NN(C1)C